CN1CC(CCC1)N1C=CC2=C1N=NC=C2C(F)(F)F 7-(1-methylpiperidin-3-yl)-4-(trifluoromethyl)-7H-pyrrolo[2,3-c]pyridazine